[Zn].[Ga] gallium-zinc